tert-butyl-1-(4-methoxybenzyl)-2-oxo-1,3,8-triazaspiro[4.5]decane C(C)(C)(C)N1C(N(C2(C1)CCNCC2)CC2=CC=C(C=C2)OC)=O